(5-(4-Cyanophenoxy)-1,1-dioxo-3-oxoisothiazol-2(3H)-yl)hexanoic acid benzyl ester C(C1=CC=CC=C1)OC(C(CCCC)N1S(C(=CC1=O)OC1=CC=C(C=C1)C#N)(=O)=O)=O